3-{2-[(S)-Benzyloxycarbonylamino(4,4-difluorocyclohexyl)methyl]-4-fluoro-1H-benzimidazol-5-yl}pyrrolidine-1,3-dicarboxylic acid di-tert-butyl ester C(C)(C)(C)OC(=O)N1CC(CC1)(C(=O)OC(C)(C)C)C1=C(C2=C(NC(=N2)[C@H](C2CCC(CC2)(F)F)NC(=O)OCC2=CC=CC=C2)C=C1)F